(2S,3S,4R,5R)-2-[2-(2-Amino-3-chlorochinolin-7-yl)ethyl]-5-(4-methyl-7H-pyrrolo[2,3-d]pyrimidin-7-yl)tetrahydrothiophen-3,4-diol NC1=NC2=CC(=CC=C2C=C1Cl)CC[C@@H]1S[C@H]([C@@H]([C@@H]1O)O)N1C=CC2=C1N=CN=C2C